BrC=1C=CC(=C2C(C(NC12)=O)=O)C 7-bromo-4-methyl-indoline-2,3-dione